5-(4-chloro-1-cyclopropyl-1H-pyrazol-5-yl)-N,2-dimethyl-N-(4-(1-methyl-4-(trifluoromethyl)-1H-imidazol-2-yl)benzyl)-2H-pyrazolo[4,3-d]pyrimidin-7-amine ClC=1C=NN(C1C=1N=C(C=2C(N1)=CN(N2)C)N(CC2=CC=C(C=C2)C=2N(C=C(N2)C(F)(F)F)C)C)C2CC2